2,2'-azobis[2-(2-imidazolinyl)propane] dihydrochloride Cl.Cl.N(=NC(C)(C)N1C=NCC1)C(C)(C)N1C=NCC1